4-ETHOXYCARBONYL-4-[2-(4-METHYLSULFONYLANILINO)THIAZOL-4-YL]HEXANOIC ACID C(C)OC(=O)C(CCC(=O)O)(CC)C=1N=C(SC1)NC1=CC=C(C=C1)S(=O)(=O)C